N1=CC=C(C=C1)NC(=O)C1=NC=CC=C1 N-(pyridin-4-yl)pyridinecarboxamide